4-(ethylamino)-3-penten-2-one C(C)NC(=CC(C)=O)C